(S)-piperidin-3-yl 6-(5-(6-methylpyridin-2-yl)-1H-imidazol-4-yl)quinoline-3-carboxylate CC1=CC=CC(=N1)C1=C(N=CN1)C=1C=C2C=C(C=NC2=CC1)C(=O)O[C@@H]1CNCCC1